C1(=CC=C(C=C1)C1=NC(=NC(=C1)C1=CC=C(C=C1)C=1C2=CC=CC=C2C(=C2C=CC=CC12)Cl)C1=CC=CC=C1)C1=CC=CC=C1 4-([1,1'-biphenyl]-4-yl)-6-(4-(10-chloroanthracene-9-yl)phenyl)-2-phenylpyrimidine